N[C@H]1CN(CCC1)C1=CC(N(C(N1CC#CC)=O)CC=1OC(=NN1)C)=O (R)-6-(3-aminopiperidin-1-yl)-1-(but-2-yn-1-yl)-3-((5-methyl-1,3,4-oxadiazol-2-yl)methyl)pyrimidine-2,4(1H,3H)-dione